C(C(C)(C)C)(=O)O.C#C vinylene pivalate